[N-(4-Amino-5-benzoylthiazol-2-yl)-2-chloro-4-(trifluoromethoxy)anilino]propanamid NC=1N=C(SC1C(C1=CC=CC=C1)=O)N(C1=C(C=C(C=C1)OC(F)(F)F)Cl)C(C(=O)N)C